CC1N(C2=CC=CC=C2C=C1)C methyl-1-methylquinoline